4-(5-[6-(methylsulfanyl)pyridin-3-yl]thiophen-2-ylmethyl)-2,4-dihydro-3H-1,2,4-triazol-3-one hydrochloride Cl.CSC1=CC=C(C=N1)C1=CC=C(S1)CN1C(NN=C1)=O